2,5-dimethyl-2,5-di(tert-butyl)hexane CC(C)(CCC(C)(C(C)(C)C)C)C(C)(C)C